ClC1=C(C=C(C=C1N1[C@@H](CNCC1)C)C#N)NC1=NC=2N(C(=N1)NC1CC1)N=CC2C#N (R)-2-((2-chloro-5-cyano-3-(2-methylpiperazin-1-yl)phenyl)amino)-4-(cyclopropylamino)pyrazolo[1,5-a][1,3,5]triazine-8-carbonitrile